(4R)-3-tert-butoxycarbonyl-2,2-dimethyloxazoline-4-carbaldehyde C(C)(C)(C)OC(=O)N1C(OC=C1C=O)(C)C